CC1=CC=C(C=C1)P(C1=CC=C(C=C1)C)=O Bis(4-methylphenyl)phosphine oxide